OC1=CC(=C(C(=O)O)C=C1)C(F)(F)F 4-hydroxy-2-(trifluoromethyl)benzoic acid